C1(CC1)C=1N=CC=2C3=C(C=C(C2C1)S(=O)(=O)NCC(C)C)[C@@H](C[C@H]3N3C(=NN=C3)NCC)N3C(=NN=C3)NCC |r| Trans-(7RS,9RS)-3-cyclopropyl-7,9-bis[3-(ethylamino)-1,2,4-triazol-4-yl]-N-(2-methylpropyl)-8,9-dihydro-7H-cyclopenta[H]isoquinoline-5-sulfonamide